C(C)N(C=1C=C(N=NC1CO)NC(OC(C)(C)C)=O)C tert-butyl (5-(ethyl(methyl)amino)-6-(hydroxymethyl)pyridazin-3-yl)carbamate